tert-butyl {6-fluoro-4-[(2RS)-tetrahydrofuran-2-yl]pyridin-3-yl}carbamate FC1=CC(=C(C=N1)NC(OC(C)(C)C)=O)[C@@H]1OCCC1 |r|